(3,4-dichloro-1H-indol-7-yl)benzenesulfonamide ClC1=CNC2=C(C=CC(=C12)Cl)C1=C(C=CC=C1)S(=O)(=O)N